COC1=NC=NC(=C1C1=CC=2C(=CN=C(C2)NC(=O)C2C(C2)F)N1C)OC N-[2-(4,6-dimethoxypyrimidin-5-yl)-1-methylpyrrolo[2,3-c]pyridin-5-yl]-2-fluorocyclopropane-1-carboxamide